6-(5-ethylidene-4-oxo-2-thioxo-thiazolidin-3-yl)-hexanoic acid compound with 1H-indole N1C=CC2=CC=CC=C12.C(C)=C1C(N(C(S1)=S)CCCCCC(=O)O)=O